C(CCC)C=1C=C(C(=C(C1)O)C1C=C(CCC1)C)OC(C)C 5-Butyl-2-(3-methylcyclohex-2-en-1-yl)-3-propan-2-yloxyphenol